1-[[4-(2-chlorophenyl)-6-methoxy-3-pyridyl]sulfonyl]-4-fluoro-N-[(Z,1R)-1-methyl-3-methylsulfonyl-allyl]piperidine-4-carboxamide ClC1=C(C=CC=C1)C1=C(C=NC(=C1)OC)S(=O)(=O)N1CCC(CC1)(C(=O)N[C@@H](\C=C/S(=O)(=O)C)C)F